(R)-1-(4-((5-chloro-2-((1-ethyl-1H-pyrazol-4-yl)amino)-7H-pyrrolo[2,3-d]pyrimidin-4-yl)amino)-6-azaspiro[2.5]octan-6-yl)prop-2-en-1-one ClC1=CNC=2N=C(N=C(C21)N[C@@H]2C1(CC1)CCN(C2)C(C=C)=O)NC=2C=NN(C2)CC